CC1=CC=C(C=C1)[B-](C1=CC=C(C=C1)C)(C1=CC=C(C=C1)C)C1=CC=C(C=C1)C.C(CCCCCCCCCCCCCCCCC)[NH+](C)CCCCCCCCCCCCCCCCCC dioctadecyl-methylammonium tetrakis(4-methylphenyl)borate